COC1=C(C(=O)N(C)CC2=CC=C(C=C2)B(O)O)C=CC=C1 [4-[[(2-methoxybenzoyl)-methyl-amino]methyl]phenyl]boronic acid